2-oxoethyl 3-aminopropanoate hydrochloride Cl.NCCC(=O)OCC=O